C(C)/C(/C=O)=C\C(C\C=C/C)CC (2E,6Z)-2,4-Diethylocta-2,6-dienal